N-(2-Fluoro-4-methylsulfonyl-phenyl)formamide FC1=C(C=CC(=C1)S(=O)(=O)C)NC=O